3-(7-(aminomethyl)-1-oxoisoquinolin-2(1H)-yl)piperidine-2,6-dione NCC1=CC=C2C=CN(C(C2=C1)=O)C1C(NC(CC1)=O)=O